1,2-bis(4-iodophenyl)-1,2-ethanediol IC1=CC=C(C=C1)C(C(O)C1=CC=C(C=C1)I)O